[2-[3-(2-formyl-3-hydroxyphenoxymethyl)thiomorpholine-4-carbonyl]phenyl]acetic acid C(=O)C1=C(OCC2N(CCSC2)C(=O)C2=C(C=CC=C2)CC(=O)O)C=CC=C1O